methyl (3S)-4-(2,2-dimethylpropanoyl)-3-phenyl-3,5-dihydro-2H-1,4-benzoxazepine-8-carboxylate CC(C(=O)N1[C@H](COC2=C(C1)C=CC(=C2)C(=O)OC)C2=CC=CC=C2)(C)C